FCOC=1C=C(C=CC1NCC#CC=1N(C2=CC=CC(=C2C1)NC1CCC(CC1)N1CCC2(COC2)CC1)CC(F)(F)F)S(=O)(=O)N 3-(fluoromethoxy)-4-{[3-(4-{[(1S,4S)-4-{2-oxa-7-azaspiro[3.5]nonan-7-yl}cyclohexyl]amino}-1-(2,2,2-trifluoroethyl)-1H-indol-2-yl)prop-2-yn-1-yl]amino}benzene-1-sulfonamide